COC1=CC=C(C=C1C1=CC=CC=C1)[C@H](CC(=O)[O-])NC(=O)NC=1C(N(C=CC1[O-])C)=O.[Na+].[Na+] sodium (S)-3-(6-methoxybiphenyl-3-yl)-3-(3-(1-methyl-4-oxido-2-oxo-1,2-dihydro pyridin-3-yl)ureido)propanoate